FC(CN1C[C@@H](CCC1)NC=1N=NC(=C(N1)C)C1=C(C=C(C=C1)C(F)(F)F)O)F 2-(3-{[(3R)-1-(2,2-difluoroethyl)piperidin-3-yl]amino}-5-methyl-1,2,4-triazin-6-yl)-5-(trifluoromethyl)phenol